ClC=1C=C(NC2(CCC3(C(CC4=CC=CC=C34)CCCSC3=CC=CC=C3)CC2)C(=O)O)C=CC1 (1r,4r)-4-(3-chloroanilino)-2'-[3-(phenylsulfanyl)propyl]-2',3'-dihydrospiro[cyclohexane-1,1'-indene]-4-carboxylic acid